(2S)-4-(cyclopentanesulfonyl)-N-{[4-(3-chloro-4-fluorobenzyl)morpholin-2-yl]methyl}butyramide C1(CCCC1)S(=O)(=O)CCCC(=O)NC[C@H]1CN(CCO1)CC1=CC(=C(C=C1)F)Cl